COC=1C(=NC=CC1C=1C=NC(=CC1)NC([C@H](C1CCC(CC1)C)NC(=O)C1=CC=NN1C)=O)C N-((S)-2-((3'-methoxy-2'-methyl-[3,4'-bipyridyl]-6-yl)amino)-1-((1r,4S)-4-methylcyclohexyl)-2-oxoethyl)-1-methyl-1H-pyrazole-5-carboxamide